BrC1=C2C(=NC=C1)NC(=N2)C2=NN(C(=C2)C)C(C)C 7-Bromo-2-(1-isopropyl-5-methyl-1H-pyrazol-3-yl)-3H-imidazo[4,5-b]pyridine